CC(C)(CC#C)NC(CNC(CN(S(=O)(=O)C)C1CCN(CC1)C(C)C1=CC=CC2=CC=CC=C12)=O)=O N-(2-methylpent-4-yn-2-yl)-2-(2-(N-(1-(1-(naphthalen-1-yl)ethyl)piperidin-4-yl)methylsulfonamido)acetamido)acetamide